ClC=1C=C(C=C(C1)Cl)C1=NC(=CC(=C1)CN1CCC(CC1)CNC(C)=O)OC=1C=NC(=NC1)N1CCNCC1 N-((1-((2-(3,5-dichloro-phenyl)-6-((2-(piperazin-1-yl)pyrimidin-5-yl)oxy)pyridin-4-yl)methyl)piperidin-4-yl)methyl)acetamide